CC=1N=C(SC1N1[C@H]([C@H](CC1)NS(=O)(=O)C)CO[C@@H]1CC[C@@H](CC1)C1=CC=CC=C1)C1=CC=CC=C1 N-((CIS)-1-(4-methyl-2-phenylthiazol-5-yl)-2-((((CIS)-4-phenylcyclohexyl)oxy)methyl)pyrrolidin-3-yl)methanesulfonamide